Cyclohexyl Salicylate (cyclohexyl 2-hydroxybenzoate) C1(CCCCC1)C=1C(=C(C(=O)O)C=CC1)O.C(C=1C(O)=CC=CC1)(=O)OC1CCCCC1